F[C@H]\1[C@@]2(C=C[C@](C/C1=C\C1=CN=C(N=N1)C1=C(C=C(C=C1)C1=CC(=NC=C1)OC)O)(N2)C)C 2-(6-((E)-((1S,2R,5S)-2-fluoro-1,5-dimethyl-8-azabicyclo[3.2.1]oct-6-en-3-ylidene)methyl)-1,2,4-triazin-3-yl)-5-(2-methoxypyridin-4-yl)phenol